CN(C/C=C/C(=O)N(C)[C@H](C(=O)NCCC=1C=C(C=CC1)NC=1C(=NC(=C(N1)C(C)C)C)C(=O)N)C)C (S,E)-3-((3-(2-(2-(4-(dimethylamino)-N-methylbut-2-enamido)propanamido)ethyl)phenyl)amino)-5-isopropyl-6-methylpyrazine-2-carboxamide